O=C1NC(CCC1N1C(C2=CC=C(C=C2C1=O)N1CCN(CC1)CC1=CC(=CC=C1)CN1CCN(CC1)C1=NC=NC(=C1)C=1NN=C2C=CC(=CC12)OC1(CC1)C)=O)=O 2-(2,6-dioxo-3-piperidyl)-5-[4-[[3-[[4-[6-[5-(1-methylcyclopropoxy)-2H-indazol-3-yl]pyrimidin-4-yl]piperazin-1-yl]methyl]phenyl]methyl]piperazin-1-yl]isoindoline-1,3-dione